methyl N'-cyano-N-phenylimidothiocarbamate CSC(=NC1=CC=CC=C1)NC#N